N-(1,3-dioxo-1,3-dihydroisobenzofuran-4-yl)acetamide O=C1OC(C2=C(C=CC=C12)NC(C)=O)=O